((6-(6-cyclopropyl-5-fluoro-2-((5-(4-methylpiperazin-1-yl)pyridin-2-yl)amino)-7H-pyrrolo[2,3-d]pyrimidin-7-yl)pyridin-2-yl)imino)dimethyl-λ6-sulfanone C1(CC1)C1=C(C2=C(N=C(N=C2)NC2=NC=C(C=C2)N2CCN(CC2)C)N1C1=CC=CC(=N1)N=S(=O)(C)C)F